ClC=1C=C(OC2=NC(=NC(=C2)C2=C(C=CC=C2C)C)NS(=O)(=O)C=2C=NN(C2)C)C=C(C1N1CCN(CC1)C)C N-[4-[3-chloro-5-methyl-4-(4-methylpiperazin-1-yl)phenoxy]-6-(2,6-dimethylphenyl)pyrimidin-2-yl]-1-methyl-pyrazole-4-sulfonamide